(R)-N-(2,6-dimethylpyrimidin-4-yl)-5-(4-((4,4-dimethylpyrrolidin-2-yl)methoxy)-1-methyl-1H-pyrazol-5-yl)pyrazolo[1,5-a]pyridin-2-amine CC1=NC(=CC(=N1)NC1=NN2C(C=C(C=C2)C2=C(C=NN2C)OC[C@@H]2NCC(C2)(C)C)=C1)C